tert-butyl N-[5-[[2-[(2R,5S)-2-(1,2-benzothiazol-5-yl)-5-methyl-1-piperidyl]-2-oxo-acetyl]amino]-3-cyclopropyl-2-pyridyl]carbamate S1N=CC2=C1C=CC(=C2)[C@@H]2N(C[C@H](CC2)C)C(C(=O)NC=2C=C(C(=NC2)NC(OC(C)(C)C)=O)C2CC2)=O